N-(4-chloro-2-[(1E)-2-(hydroxycarbamoyl)eth-1-en-1-yl]phenyl)-2-(4-chlorophenoxy)pyridine-3-carboxamide ClC1=CC(=C(C=C1)NC(=O)C=1C(=NC=CC1)OC1=CC=C(C=C1)Cl)\C=C\C(NO)=O